ClC=1C(=C(CN2[C@@H](C[C@@](CC2)(C(=O)O)CC2=NC(=CC(=C2F)C(F)F)NC2=NNC(=C2)C)CC)C=CC1)F (2R,4R)-1-(3-chloro-2-fluorobenzyl)-4-((4-(difluoromethyl)-3-fluoro-6-((5-methyl-1H-pyrazol-3-yl)amino)pyridin-2-yl)methyl)-2-ethylpiperidine-4-carboxylic acid